2-butenoic acid 1-isobutyl-2-methylbutyl ester C(C(C)C)C(C(CC)C)OC(C=CC)=O